6,7-dihydro-4H-pyrazolo[1,5-a]pyrazine-2-carboxylate N1=C(C=C2N1CCNC2)C(=O)[O-]